2-((2R,6R)-2,6-Dimethylmorpholino)-N-methyl-N-(6-methyl-2-((4aS,5aR)-5a-methyl-1,4,4a,5,5a,6-hexahydrocyclopropa[f]indazol-3-yl)-1H-benzo[d]imidazol-5-yl)acetamide C[C@H]1O[C@@H](CN(C1)CC(=O)N(C1=CC2=C(NC(=N2)C2=NNC=3C[C@@]4([C@H](CC23)C4)C)C=C1C)C)C